7-(5-fluoro-1-naphthyl)-2-[[(2S)-1-methylpyrrolidin-2-yl]methoxyl-6,8-dihydro-5H-pyrido[3,4-d]pyrimidin-4-yl]piperazine-1-carboxylate FC1=C2C=CC=C(C2=CC=C1)N1CC=2N=C(N=C(C2CC1)C1N(CCNC1)C(=O)[O-])OC[C@H]1N(CCC1)C